C(C)[C@]12N(C=3C(=NN=C(C3)C3=C(C(=CC=C3)F)O)NC1)C[C@@H](C2)N(C2CCNCC2)C 2-((6aR,8R)-6a-ethyl-8-(methyl(piperidin-4-yl)amino)-5,6,6a,7,8,9-hexahydropyrrolo[1',2':4,5]pyrazino[2,3-c]pyridazin-2-yl)-6-fluorophenol